C(C)(C)(C)OC(=O)N(C(OC(C)(C)C)=O)CCCCCCCC#CC1=C2C(N(C(C2=CC=C1)=O)C1C(NC(CC1)=O)=O)=O Tert-butyl N-tert-butoxycarbonyl-N-[9-[2-(2,6-dioxo-3-piperidyl)-1,3-dioxo-isoindolin-4-yl] non-8-ynyl]carbamate